C(CCCCCCCCC\C=C/CCCC)=O (Z)-hexadec-11-en-1-al